FC(C1=CC=C(S1)C(=O)O)F 5-(difluoromethyl)thiophene-2-carboxylic acid